CC(C(CC(C)O)O)(C)C trimethyl-2,4-pentanediol